N2-phenylbenzo[d]thiazole-2,6-diamine C1(=CC=CC=C1)NC=1SC2=C(N1)C=CC(=C2)N